1-((5-bromopyridin-2-yl)methyl)pyridin-2(1H)-one BrC=1C=CC(=NC1)CN1C(C=CC=C1)=O